C(C)C(CN(C(C(CC(C1=CC=CC=C1)=O)=O)=O)CC(CCCC)CC)CCCC N,N-bis(2-ethylhexyl)-2,4-dioxo-4-phenylbutanamide